((2R,3S,4R,5S)-5-(4-aminopyrrolo[2,1-f][1,2,4]triazin-7-yl)-2-cyano-3,4-dihydroxytetrahydrofuran-2-yl)methyl phenyl (3-(hexadecyloxy)propyl)phosphoramidate C(CCCCCCCCCCCCCCC)OCCCNP(OC[C@]1(O[C@H]([C@@H]([C@@H]1O)O)C1=CC=C2C(=NC=NN21)N)C#N)(OC2=CC=CC=C2)=O